[Cl-].COC(=O)OC(C(=O)OC1CC2CCC(C1)[N+]21CCCC1)(C1=CC=CC=C1)C1=CC=CC=C1 3-(2-((methoxycarbonyl)oxy)-2,2-diphenylacetoxy)spiro[bicyclo[3.2.1]octane-8,1'-pyrrolidin]-8-ium chloride